tert-butyl 8-[4-(trifluoromethyl)pyridin-2-yl]-2,8-diazaspiro[4.5]decane-2-carboxylate FC(C1=CC(=NC=C1)N1CCC2(CCN(C2)C(=O)OC(C)(C)C)CC1)(F)F